ClC1=NC(=C2N=C(N(C2=N1)C[C@H]1OCCC1)C)N1[C@H](CN([C@@H](C1)CC)C(C)C1=CC=C(C=C1)C(F)(F)F)C 2-chloro-6-((2S,5R)-5-ethyl-2-methyl-4-(1-(4-(trifluoromethyl)phenyl)ethyl)piperazin-1-yl)-8-methyl-9-(((S)-tetrahydrofuran-2-yl)methyl)-9H-purine